FC=1C=C(C=CC1OC)NC(=O)C=1C=C(C=CC1)C=1N=C(C2=C(N1)C=CS2)NC(P(OCC)(OCC)=O)P(OCC)(OCC)=O Tetraethyl (((2-(3-((3-fluoro-4-methoxyphenyl)carbamoyl)phenyl)thieno[3,2-d]pyrimidin-4-yl)amino)methylene)bis(phosphonate)